FC(C(=O)O)(F)F.NCCCCCCNC(COC1=C2C(N(C(C2=CC=C1)=O)C1C(NC(CC1)=O)=O)=O)=O N-(6-aminohexyl)-2-((2-(2,6-dioxopiperidin-3-yl)-1,3-dioxoisoindolin-4-yl)oxy)acetamide trifluoroacetate